N2-acetyl-N6-[(9H-fluoren-9-ylmethoxy)carbonyl]-L-lysyl-L-valyl-N5-carbamoyl-N-[4-(hydroxymethyl)phenyl]-L-ornithinamide C(C)(=O)N[C@@H](CCCCNC(=O)OCC1C2=CC=CC=C2C=2C=CC=CC12)C(=O)N[C@@H](C(C)C)C(=O)N[C@@H](CCCNC(N)=O)C(=O)NC1=CC=C(C=C1)CO